2-ETHYLHEPTANAL C(C)C(C=O)CCCCC